6-(2-hydroxy-2-methylpropoxy)-4-(6-(6-(6-methoxynicotinyl)-3,6-diazabicyclo[3.1.1]hept-3-yl)pyridin-3-yl)pyrazolo[1,5-a]pyridine-3-carbonitrile OC(COC=1C=C(C=2N(C1)N=CC2C#N)C=2C=NC(=CC2)N2CC1N(C(C2)C1)CC1=CN=C(C=C1)OC)(C)C